6-((6-(1-hexylnonylcarbonyloxy)hexyl)(2-hydroxyethyl)amino)hexyl 2-hexyldecanoate C(CCCCC)C(C(=O)OCCCCCCN(CCO)CCCCCCOC(=O)C(CCCCCCCC)CCCCCC)CCCCCCCC